FC(C=1N=NN(N1)[C@H](C1CCN(CC1)C(=O)OC(C)(C)C)C1=CC=CC=C1)F (R)-tert-butyl 4-((5-(difluoromethyl)-2H-tetrazol-2-yl)(phenyl)-methyl)piperidine-1-carboxylate